4-(benzyloxy)-6-bromopyridine-2-carboxylic acid C(C1=CC=CC=C1)OC1=CC(=NC(=C1)Br)C(=O)O